2-((2S,4S)-1-acryloyl-4-(8-chloro-4-(3-(dimethylamino)azetidin-1-yl)-6-fluoro-7-(5-fluoroquinolin-8-yl)-1H-pyrazolo[4,3-c]quinolin-1-yl)piperidin-2-yl)acetonitrile C(C=C)(=O)N1[C@@H](C[C@H](CC1)N1N=CC=2C(=NC=3C(=C(C(=CC3C21)Cl)C=2C=CC(=C1C=CC=NC21)F)F)N2CC(C2)N(C)C)CC#N